COC1=CC=C(C=C1)CN1N=C(C=C1C(=O)OC)[N+](=O)[O-] methyl 2-[(4-methoxyphenyl)methyl]-5-nitro-pyrazole-3-carboxylate